5-bromo-1H-pyrrolo[2,3-b]pyridine-3-carboxamide BrC=1C=C2C(=NC1)NC=C2C(=O)N